(2-bromo-5-(trifluoromethyl)benzyl)trimethylsilane BrC1=C(C[Si](C)(C)C)C=C(C=C1)C(F)(F)F